The molecule is a chlorophenoxyacetic acid that is phenoxyacetic acid in which the ring hydrogens at postions 2, 4 and 5 are substituted by chlorines. It has a role as a defoliant, a synthetic auxin and a phenoxy herbicide. It is a chlorophenoxyacetic acid and a trichlorobenzene. It is a conjugate acid of a (2,4,5-trichlorophenoxy)acetate. C1=C(C(=CC(=C1Cl)Cl)Cl)OCC(=O)O